BrC1=CC=2N(C(=C1NC(=O)C1=CC(=NN1C1=NC=CC=C1Cl)Br)C(=O)NCC(F)(F)F)N=CC2 5-Bromo-6-(3-bromo-1-(3-chloropyridin-2-yl)-1H-pyrazol-5-carboxamido)-N-(2,2,2-trifluoroethyl)pyrazolo[1,5-a]pyridin-7-carboxamid